CC1(CC=C(CC1)CCC=C(C)C)C=O 1-Methyl-4-(4-methyl-3-pentenyl)cyclohex-3-ene-1-carboxaldehyde